O=C1N(C=CC=C1C(=O)O)C1CCC2(COC2)CC1 2-oxo-1-(2-oxaspiro[3.5]nonan-7-yl)-1,2-dihydropyridine-3-carboxylic acid